OC=1C(=CC(=C2C=CC=NC12)[N+](=O)[O-])C(C=CC1=CC=CC=C1)NC(CCCC)=O N-[1-(8-hydroxy-5-nitroquinolin-7-yl)-3-phenylallyl]pentanamide